CC1=CC=NN1CC1COCCC1 5-methyl-1-((tetrahydro-2H-pyran-3-yl)methyl)-1H-pyrazole